COCCNC1=C2C(=NC(=C1)NC1=CC=C(C=3OCCOC31)C(=O)N3CCOCC3)NC=C2C#N 4-((2-methoxyethyl)amino)-6-((8-(morpholine-4-carbonyl)-2,3-dihydrobenzo[b][1,4]dioxin-5-yl)amino)-1H-pyrrolo[2,3-b]pyridine-3-carbonitrile